C(CCCCCCC)OC1=CC=C(C=C1)N=NC1=CC=C(C=C1)C 1-(4-(octyloxy)phenyl)-2-(p-tolyl)diazene